ethyl (3-hydroxy-5-(1-isopropyl-1H-pyrazol-4-yl)-4-methylpicolinoyl)glycinate OC=1C(=NC=C(C1C)C=1C=NN(C1)C(C)C)C(=O)NCC(=O)OCC